CN1N=C2C=CC=C(C2=C1)B(O)O 2-METHYLINDAZOLE-4-BORONIC ACID